C(C)N(CCNC(=O)C1=CC=C(C=C1)NC(=O)C1=NN2C(N=CC=C2C2=CC(=C(C=C2)OC)OC)=C1)CC N-(4-((2-(diethylamino)ethyl)carbamoyl)phenyl)-7-(3,4-dimethoxyphenyl)pyrazolo[1,5-a]pyrimidine-2-carboxamide